Cl.FC(OC1CCNCC1)(F)F 4-(trifluoromethoxy)piperidine HCl